3-(1-(3-chloro-2-methylphenyl)pyrrolidin-3-yl)-2-fluorobenzoic acid ClC=1C(=C(C=CC1)N1CC(CC1)C=1C(=C(C(=O)O)C=CC1)F)C